NCCCNC(C(=O)NCC)CCCNCCCN 2,5-bis[(3-aminopropyl)amino]-N-ethylpentanamide